FC1=C(C=CC(=C1)F)B(C1=C(C=C(C=C1)F)F)C1=C(C=C(C=C1)F)F tris(2,4-difluorophenyl)borane